C(C1=CC=CC=C1)OC=1C=2C3=C(N(C2C=CC1)C)CCNCC3 10-(benzyloxy)-6-methyl-1,2,3,4,5,6-hexahydroazepino[4,5-b]indole